C(CC)OS(=O)(=O)C1=CC(=C(C=C1)C)C=1C=NC=CC1CN1C(CC(C1)C1=CC(=CC(=C1)F)F)=O 3-(4-((4-(3,5-difluorophenyl)-2-oxopyrrolidin-1-yl)methyl)pyridin-3-yl)4-methylbenzenesulfonic acid propyl ester